3-bromo-N-(3,4,5-trimethoxyphenyl)acrylamide tert-butyl-3-(4-(1-methyl-1H-pyrazol-3-yl)-6-(3-oxocyclopent-1-en-1-yl)pyridin-3-yl)-2,5-dihydro-1H-pyrrole-1-carboxylate C(C)(C)(C)OC(=O)N1CC(=CC1)C=1C=NC(=CC1C1=NN(C=C1)C)C1=CC(CC1)=O.BrC=CC(=O)NC1=CC(=C(C(=C1)OC)OC)OC